N-((4,6-dimethylpyrimidin-2-yl)carbamoyl)-4-(2-hydroxypropan-2-yl)furan-2-sulfonamide methyl-gallate (methyl-3,4,5-trihydroxybenzoate) CC1=C(C(=O)O)C=C(C(=C1O)O)O.CC1=C(C(=O)O)C=C(C(=C1O)O)O.CC1=NC(=NC(=C1)C)NC(=O)NS(=O)(=O)C=1OC=C(C1)C(C)(C)O